C(C)(C)(C)OC(N[C@H]1C2N(CC1CC2)C(=O)C=2N=C(C=1N(C2)N=C(C1C)C1=CC=2C(=NC=CC2)N1CC1CC1)OC)=O tert-Butyl-((7R)-2-(2-(1-(cyclopropylmethyl)-1H-pyrrolo[2,3-b]pyridin-2-yl)-4-methoxy-3-methylpyrazolo[1,5-a]pyrazine-6-carbonyl)-2-azabicyclo[2.2.1]heptan-7-yl)carbamate